3-mercaptopropyltri-methoxysilane SCCC[Si](OC)(OC)OC